N-[3-(triethoxysilyl)propyl]anthranilic acid C(C)O[Si](CCCNC=1C(C(=O)O)=CC=CC1)(OCC)OCC